4-(8-fluoro-4-(((1s,3s)-3-(methylamino)cyclobutyl)amino)-2-((tetrahydro-1H-pyrrolizin-7a(5H)-yl)methoxy)pyrido[4,3-d]pyrimidin-7-yl)naphthalen-2-ol FC1=C(N=CC2=C1N=C(N=C2NC2CC(C2)NC)OCC21CCCN1CCC2)C2=CC(=CC1=CC=CC=C21)O